OC1=C(C=C(C=C1)NC(C(=C)C)=O)N1N=C2C(=N1)C=CC(=C2)Cl 2-(2'-hydroxy-5'-methacrylamidophenyl)-5-chloro-benzotriazole